cyclopropyl-pyrroloindole C1(CC1)C1=NC2=C3C(C=CC2=C1)=NC=C3